NC1=C(SC=C1C)N(C(C)=O)C1CCCC1 N-(3-amino-4-methylthiophene-2-yl)-N-cyclopentylacetamide